CN(C=1SC2=C(N1)SC(=N2)C2=C(C=C(C=C2)C=2C=NNC2)O)C2CC(NC(C2)(C)C)(C)C 2-{5-[Methyl(2,2,6,6-tetramethylpiperidin-4-yl)amino][1,3]thiazolo[5,4-d][1,3]thiazol-2-yl}-5-(1H-pyrazol-4-yl)phenol